N1CCNCC1 Z-piperazine